C(C1=CC=CC=C1)OCCC1CCC1 3-benzyloxyethyl-cyclobutane